COC1=C(C=CC=C1)C1=CC=C(N=N1)N1CC(CCC1)N 1-(6-(2-methoxyphenyl)pyridazin-3-yl)piperidin-3-amine